[(7R,9aR)-7-hydroxy-7-[5-(trifluoromethyl)pyridin-2-yl]-3,4,6,8,9,9a-hexahydro-1H-pyrido[1,2-a]pyrazin-2-yl]-(2-chloro-3-methoxyphenyl)methanone O[C@@]1(CC[C@H]2N(CCN(C2)C(=O)C2=C(C(=CC=C2)OC)Cl)C1)C1=NC=C(C=C1)C(F)(F)F